3-(2-(12-(2,5-dioxo-2,5-dihydro-1H-pyrrol-1-yl)dodecanamido)ethoxy)propanoic acid O=C1N(C(C=C1)=O)CCCCCCCCCCCC(=O)NCCOCCC(=O)O